3-methyl-4-((4-isopropylbenzoylamino)methyl)phenylboronic acid CC=1C=C(C=CC1CNC(C1=CC=C(C=C1)C(C)C)=O)B(O)O